NC1=NC=CC(=C1N)O[C@@H]1CC[C@H](CC1)NC(OC(C)(C)C)=O Trans-tert-butyl N-{4-[(2,3-diamino-4-pyridyl)oxy]cyclohexyl}carbamate